N[C@H](C(=O)O)CCC1=C(C=CC=C1)N (S)-2-amino-4-(2-aminophenyl)butanoic acid